[N+](=O)(OCCCOC1CN(C1)S(=O)(=O)C1=CC(=C(C=C1)OCC)C=1NC(C2=C(N1)C(=NN2C)CCC)=O)[O-] 3-((1-((4-ethoxy-3-(1-methyl-7-oxo-3-propyl-6,7-dihydro-1H-pyrazolo[4,3-d]pyrimidin-5-yl)phenyl) sulfonyl)azetidin-3-yl)oxy)propyl nitrate